N1C(=NC2=C1C=CC=C2)C2=CC(=NN2)NC(=O)C=2C=NC(=CC2)N2CCN(CC2)CCO N-[5-(1H-benzimidazol-2-yl)-1H-pyrazol-3-yl]-6-[4-(2-hydroxyethyl)-piperazin-1-yl]pyridine-3-carboxamide